FC1=CC=C(C=C1)[C@@H]1CC[C@H]2OC3(C(N21)=O)CCNCC3 (5'S,7a'R)-5'-(4-fluorophenyl)tetrahydro-3'H-spiro[piperidine-4,2'-pyrrolo[2,1-b]oxazol]-3'-one